NC1=C(C2=C(C(=NO2)C2CC2)C(=C1)Cl)C(C)(C)O 2-(6-amino-4-chloro-3-cyclopropylbenzisoxazol-7-yl)propan-2-ol